(R)-1-chloro-3-(5-(difluoromethyl)-1,3,4-thiadiazol-2-yl)-N-(1-(fluoromethyl)cyclopropyl)-8-(3-methylpiperazin-1-yl)imidazo[1,5-a]pyridine-6-sulfonamide bis(2,2,2-trifluoroacetate) FC(C(=O)O)(F)F.FC(C(=O)O)(F)F.ClC=1N=C(N2C1C(=CC(=C2)S(=O)(=O)NC2(CC2)CF)N2C[C@H](NCC2)C)C=2SC(=NN2)C(F)F